(2S)-2-AMINO-2-(5-FORMYL(2-PYRIDYL))ACETIC ACID N[C@H](C(=O)O)C1=NC=C(C=C1)C=O